Cl.CN(C(O)=O)[C@@H](CCCCCC(=O)C=1OC=CN1)C=1NC(=CN1)C=1C=C2C=CC(=NC2=CC1OC)C.CC(CC(=O)NN)(C)S 3-methyl-3-mercaptobutanehydrazide (S)-methyl-(1-(5-(7-methoxy-2-methylquinolin-6-yl)-1H-imidazol-2-yl)-7-(oxazol-2-yl)-7-oxoheptyl)carbamate hydrochloride